(4-(4-(Morpholin-4-ylcarbonyl)phenyl)-2-(trifluoromethyl)-1H-benzimidazol-1-yl)acetonitril N1(CCOCC1)C(=O)C1=CC=C(C=C1)C1=CC=CC=2N(C(=NC21)C(F)(F)F)CC#N